3-[4-(hydroxymethyl)imidazol-1-yl]-5-(2-methoxyethoxy)-N-[2-(trifluoromethyl)pyridin-4-yl]benzamide OCC=1N=CN(C1)C=1C=C(C(=O)NC2=CC(=NC=C2)C(F)(F)F)C=C(C1)OCCOC